COC1=C(C(=O)NC(C)C2=CC(=CC=C2)C=2SC=CN2)C=C(C=C1)N 2-methoxy-5-amino-N-(1-(3-(thiazol-2-yl)phenyl)ethyl)benzamide